C(C)(C)(C)OC(=O)N1C(=CC2=CC=CC(=C12)OCC1=C(C=C(C=C1)F)F)CN1C(C(=CC=C1)NC([C@H](CC\C=C\C(=O)N)NC(=O)OC(C)(C)C)=O)=O tert-Butyl-(S,E)-2-((3-(7-amino-2-((tert-butoxycarbonyl)amino)-7-oxohept-5-enamido)-2-oxopyridin-1(2H)-yl)methyl)-7-((2,4-difluorobenzyl)oxy)-1H-indol-1-carboxylat